Dimethyl-difluorogermane C[Ge](F)(F)C